C(C)(C)(C)OC(=O)N1CCC(CC1)COC1=NC=CC(=C1)CN 4-(((4-(aminomethyl)pyridin-2-yl)oxy)methyl)piperidine-1-carboxylic acid tert-butyl ester